4-methyl-5-(3-(2-(pyridin-2-yl)vinyl)-1H-indazol-6-yl)thiazol potassium triflate salt [O-]S(=O)(=O)C(F)(F)F.[K+].CC=1N=CSC1C1=CC=C2C(=NNC2=C1)C=CC1=NC=CC=C1